NC(C(=O)O)CCCC(=O)O α-amino-adipic acid